(±)-4-[3-[(4,5-Dichloro-1-methyl-indole-2-carbonyl)amino]-1-ethyl-pyrrolidin-3-yl]benzoic acid ClC1=C2C=C(N(C2=CC=C1Cl)C)C(=O)N[C@@]1(CN(CC1)CC)C1=CC=C(C(=O)O)C=C1 |r|